1-(3-(4,4-bis(ethoxymethyl)-cyclohexyl)-2-((methyl(2-(methylamino)ethyl)amino)-methyl)-6,7-dihydropyrazolo-[1,5-a]pyrazin-5(4H)-yl)-3,3,3-trifluoropropan-1-one C(C)OCC1(CCC(CC1)C=1C(=NN2C1CN(CC2)C(CC(F)(F)F)=O)CN(CCNC)C)COCC